{4-[4-(2-hydroxy-2-methyl-propionyl)-benzyl]phenyl}-2-methyl-propan-1-one OC(C(=O)C1=CC=C(CC2=CC=C(C=C2)C(C(C)C)=O)C=C1)(C)C